ethyl 4-(2-((tert-butoxycarbonyl)amino)ethoxy)-2-ethyl-2-(6-(((1S,2S)-2-(hydroxymethyl)cyclopropyl)methoxy)-5-(3-methoxyazetidin-1-yl)picolinamido)butanoate C(C)(C)(C)OC(=O)NCCOCCC(C(=O)OCC)(NC(C1=NC(=C(C=C1)N1CC(C1)OC)OC[C@@H]1[C@H](C1)CO)=O)CC